F[C@@H]1C[C@@]2(CCCN2C1)CO [(2R,7aS)-2-fluoro-2,3,5,6,7,7a-hexahydro-1H-pyrrolizin-7a-yl]methanol